C1OCC12CCN(CC2)C[C@H]2CSC=1C(=C(C=C3C(=NC(N2C13)=O)O)Cl)Br (S)-3-(2-oxa-7-azaspiro[3.5]nonan-7-ylmethyl)-10-bromo-9-chloro-7-hydroxy-2H-[1,4]thiazino[2,3,4-ij]quinazolin-5(3H)-one